ClC=1C=C(C(=O)NC2=CC(=C(C=C2)F)[C@H](C)NC=2C=NC=3C(N2)=NN(C3)CC)C=CC1OC1CCN(CC1)C (S)-3-chloro-N-(3-(1-((2-ethyl-2H-pyrazolo[3,4-b]pyrazin-6-yl)amino)ethyl)-4-fluorophenyl)-4-((1-methylpiperidin-4-yl)oxy)benzamide